S1C(=NC2=C1C=CC=C2)C=2N=C(SC2C(C)C)N 4-(benzo[d]thiazol-2-yl)-5-isopropylthiazol-2-amine